CN1C[C@H](CCC1)N(C)C1=CC=CC(=N1)N1N(C(C2=CN=C(N=C12)NC1=CC=C(C=C1)Cl)=O)CC=C (6-{[(S)-1-methyl-3-piperidyl]-N-methylamino}-2-pyridyl)-2-allyl-6-(p-chlorophenylamino)-1,2-dihydro-3H-1,2,5,7-tetraazainden-3-one